2-chloro-α,α-difluoro-5-(trifluoromethyl)-phenylpropionic acid ClC1=C(C=C(C=C1)C(F)(F)F)CC(C(=O)O)(F)F